C1=CC=CC=2C3=CC=CC=C3C(C12)COC(=O)N([C@H](C(=O)O)CC1=CC=C(C=C1)C(F)(F)F)CCC (2S)-2-[9H-fluoren-9-ylmethoxycarbonyl(propyl)amino]-3-[4-(trifluoromethyl)phenyl]propanoic acid